(R)-6-(6-(1-(2,2-difluoro-1-(4-fluorophenyl)propyl)-1H-pyrazol-4-yl)pyrazin-2-yl)-5-methyl-[1,2,4]triazolo[1,5-a]pyridin-2-amine FC([C@@H](C1=CC=C(C=C1)F)N1N=CC(=C1)C1=CN=CC(=N1)C=1C=CC=2N(C1C)N=C(N2)N)(C)F